N-(6-((2-((5-bromo-2-methoxy-4-(4-morpholinopiperidin-1-yl)phenyl)amino)-5-chloropyrimidin-4-yl)Amino)-2,3-dihydrobenzofuran-5-yl)methanesulfonamide BrC=1C(=CC(=C(C1)NC1=NC=C(C(=N1)NC1=CC2=C(CCO2)C=C1NS(=O)(=O)C)Cl)OC)N1CCC(CC1)N1CCOCC1